4-(aminomethyl)-1-methylpiperidine-4-ol NCC1(CCN(CC1)C)O